N-(Oxazol-4-ylmethyl)-3-(((7-(pyridin-4-yl)-2,3-dihydrofuro[3,2-c]pyridin-4-yl)amino)methyl)benzamid O1C=NC(=C1)CNC(C1=CC(=CC=C1)CNC1=NC=C(C2=C1CCO2)C2=CC=NC=C2)=O